ethyl 2-[2-(2-fluoropropanoyl)hydrazino]-2-oxo-acetate FC(C(=O)NNC(C(=O)OCC)=O)C